C(CCCCCC)[C@@H]1CC[C@H](CC1)C1=CC=C(C=C1)O p-(trans-4-heptylcyclohexyl)phenol